O=C1C2=C(N=C(O1)NCCC1=CC=C(C(=O)NCCCCC)C=C1)C=CC=C2 4-(2-((4-oxo-4H-benzo[d][1,3]oxazin-2-yl)amino)ethyl)-N-pentylbenzamide